tri(2-chloro-1-(chloromethyl)ethyl) phosphate P(=O)(OC(CCl)CCl)(OC(CCl)CCl)OC(CCl)CCl